5-Chloro-4-(3-(2,2-dimethyl-4-(1-methyl-1H-pyrazol-4-yl)piperazin-1-yl)-5-methyl-1-(2-azaspiro[3.3]heptan-6-yl)-1H-pyrazol-4-yl)-6-methyl-1H-indazole ClC=1C(=C2C=NNC2=CC1C)C=1C(=NN(C1C)C1CC2(CNC2)C1)N1C(CN(CC1)C=1C=NN(C1)C)(C)C